CC1(OB(OC1(C)C)C(=C)C1(OCCO1)C)C 4,4,5,5-tetramethyl-2-[1-(2-methyl-1,3-dioxolan-2-yl)ethenyl]-1,3,2-dioxaborolane